FC1(C(C1)C=O)F 2,2-difluorocyclopropanecarbaldehyde